COC=1C=C2CCN(CC2=CC1)C1=CC=CC(=N1)S(=O)(=O)NC(=O)C=1C(=NC=CC1)N1C(CC(C1)C)(C)C N-[[6-(6-Methoxy-3,4-dihydro-1H-isochinolin-2-yl)-2-pyridyl]sulfonyl]-2-(2,2,4-trimethylpyrrolidin-1-yl)pyridin-3-carboxamid